1-(6-chloro-2-fluoro-3-pyridyl)-4-hydroxy-butan-1-one ClC1=CC=C(C(=N1)F)C(CCCO)=O